N-(2-((Dimethylamino)methyl)quinolin-8-yl)prop-2-yne-1-sulfonamide CN(C)CC1=NC2=C(C=CC=C2C=C1)NS(=O)(=O)CC#C